C(CCC)NC(=S)NCCCC N,N'-Dibutylthiourea